4-[4-(4-fluorophenyl)-1-[2-(morpholin-4-yl)-2-oxoethyl]-1H-imidazol-5-yl]pyridin FC1=CC=C(C=C1)C=1N=CN(C1C1=CC=NC=C1)CC(=O)N1CCOCC1